C(C)(C)(C)C=1C=CC=2N(C3=CC=C(C=C3C2C1)C(C)(C)C)C1=C(C=C(C=C1)C(F)(F)F)B(O)O (2-(3,6-di-tert-butyl-9H-carbazol-9-yl)-5-(trifluoromethyl)phenyl)boronic acid